ClC1=C2C(NC=NC2=CC=C1)=O 5-Chloroquinazolin-4(3H)-one